Sodium sulfat S(=O)(=O)([O-])[O-].[Na+].[Na+]